tert-Butyl 7-((5-(fluoromethoxy)pyridin-2-yl)methoxy)-3,4-dihydro-isoquinoline-2(1H)-carboxylate FCOC=1C=CC(=NC1)COC1=CC=C2CCN(CC2=C1)C(=O)OC(C)(C)C